C[N+](C)(C)CC1=CC(=C(C(=C1)OC)OC)OC 4-(trimethylammoniomethyl)-1,2,6-trimethoxybenzene